tert-butyl (4-(4-amino-3-(methylthio)phenoxy)pyridin-2-yl)carbamate NC1=C(C=C(OC2=CC(=NC=C2)NC(OC(C)(C)C)=O)C=C1)SC